3-chloro-5-((1-((6-chloro-3-methoxypyridazin-4-yl)methyl)-6-oxo-4-(trifluoromethyl)-1,6-dihydropyrimidin-5-yl)oxy)benzonitrile ClC=1C=C(C#N)C=C(C1)OC1=C(N=CN(C1=O)CC1=C(N=NC(=C1)Cl)OC)C(F)(F)F